FC=1C=C2C3CCCN3C=3C=CN4N=CC(NC(C(COC2=CC1)(C)C)=O)=C4N3 9-fluoro-15,15-dimethyl-13-oxa-2,17,20,21,24-pentaazapentacyclo[16.5.2.02,6.07,12.021,25]pentacosane-1(24),7,9,11,18(25),19,22-heptaene-16-one